tert-butyl (4R)-4-(3-hydroxypropoxymethyl)-2,2-dimethyl-oxazolidine-3-carboxylate OCCCOC[C@H]1N(C(OC1)(C)C)C(=O)OC(C)(C)C